BrC=1C(=NC=C(C1)F)C1(CCN(CC1)C(=O)OC(C)(C)C)O tert-butyl 4-(3-bromo-5-fluoro-2-pyridyl)-4-hydroxy-piperidine-1-carboxylate